4-[5-chloro-4-({6-chloro-7-[1-(oxetan-3-yl)piperidin-4-yl]quinazolin-2-yl}amino)-1H-pyrazol-1-yl]oxolan-3-ol ClC1=C(C=NN1C1C(COC1)O)NC1=NC2=CC(=C(C=C2C=N1)Cl)C1CCN(CC1)C1COC1